2-(oxetan-3-yl)ethanol O1CC(C1)CCO